NC1=C(C=CC=C1)C1=C(C=CC=C1)[Pd+] (2'-amino-1,1-biphenyl-2-yl)palladium(II)